C1(CCC1)C=1C(=NN(C1NC(CC1CC(C1)(F)F)=O)C)CC1CCCCC1 N-(4-cyclobutyl-3-(cyclohexylmethyl)-1-methyl-1H-pyrazol-5-yl)-2-(3,3-difluorocyclobutyl)acetamide